NCCCC[C@@H]1NC([C@@H]2CC3=C(NC=4C=C(C=CC34)OC)[C@@H](N2C1=O)CC(C)C)=O (3S,6S,12aS)-3-(4-aminobutyl)-6-isobutyl-9-methoxy-2,3,12,12a-tetrahydropyrazino[1',2':1,6]pyrido[3,4-b]indole-1,4(6H,7H)-dione